(6-fluoro-5-methylpyridin-3-yl)methanone FC1=C(C=C(C=N1)C=O)C